tris(2,2,2-tribromoethyl) phosphate P(=O)(OCC(Br)(Br)Br)(OCC(Br)(Br)Br)OCC(Br)(Br)Br